CC=1C(=NC=CC1)N(C(C1=CC=C(C=C1)NC1COC1)=O)[C@H]1CNCCC1 (R)-N-(3-methylpyridin-2-yl)-4-(oxetan-3-ylamino)-N-(piperidin-3-yl)benzamide